COC=1C(=C(C(=CC1)C)C1=NC(=CC2=C1N=CN(C2=O)COCC[Si](C)(C)C)C(=O)OC)C methyl 8-(3-methoxy-2,6-dimethylphenyl)-4-oxo-3-((2-(trimethylsilyl)ethoxy)methyl)-3,4-dihydropyrido[3,4-d]pyrimidine-6-carboxylate